COC1=CC=C(C=N1)CCN[C@@H]([C@H]1CNC2=C(N1)N=CC=C2)C2=CC=CC=C2 2-(6-methoxypyridin-3-yl)-N-((R)-phenyl((R)-1,2,3,4-tetrahydropyrido[2,3-b]pyrazin-3-yl)methyl)ethan-1-amine